CC(CN[C@@H](CC(=O)O)C(=O)O)N[C@@H](CC(=O)O)C(=O)O N,N'-(1-methyl-1,2-ethanediyl)bis(aspartic acid)